C1(=CC=CC=C1)C1=NN(C=C1)C1=NC=2N(C(=C1)N1CCOCC1)N=C(C2)C2=NC=CN=C2 4-[5-(3-phenylpyrazol-1-yl)-2-pyrazin-2-yl-pyrazolo[1,5-a]pyrimidin-7-yl]morpholine